2-(2,4-dichlorophenyl)-4,5-diphenyl-imidazole ClC1=C(C=CC(=C1)Cl)C=1NC(=C(N1)C1=CC=CC=C1)C1=CC=CC=C1